CC=1N(C(C2=C(N1)SC=C2)=O)C2=CC=C(C=C2)NC(CC2=CC(=C(C(=C2)OC)OC)OC)=O N-(4-(2-methyl-4-oxothieno[2,3-d]pyrimidin-3(4H)-yl)phenyl)-2-(3,4,5-trimethoxyphenyl)acetamide